C(C=C)N1C=C(C2=CC=C(C=C12)C#N)C(=O)NC=1C=C(C(=O)O)C=CC1 3-(1-allyl-6-cyano-1H-indole-3-carboxamido)benzoic acid